8-(1-Aminoethyl)-6-chloro-2-methylpyrido[3,4-d]pyrimidin-4(3H)-one NC(C)C1=NC(=CC2=C1N=C(NC2=O)C)Cl